Cl.CN1C(=NC2=C1C=CC(=C2)C(=O)N2C[C@@H](CCC2)N)C=2N(C1=CC=CC=C1C2)CC=2C=NN(C2)C (3R)-1-[(1-methyl-2-{1-[(1-methyl-1H-pyrazol-4-yl)methyl]-1H-indol-2-yl}-1H-benzimidazol-5-yl)carbonyl]-3-piperidinamine hydrochloride salt